NC1=NC=CC(=C1I)OC1=C(C=C(C=C1)NC(=O)C=1C=NN(C1CC)C1=NC=CC=C1Cl)F N-(4-((2-amino-3-iodopyridin-4-yl)oxy)-3-fluorophenyl)-1-(3-chloropyridin-2-yl)-5-Ethyl-1H-pyrazole-4-carboxamide